(S)-1-((4-ethyl-8-fluoro-4-hydroxy-9-methyl-3,14-dioxo-3,4,12,14-tetrahydro-1H-pyrano-[3',4':6,7]indolizino[1,2-b]quinolin-11-yl)methyl)-3-methylurea C(C)[C@]1(C(OCC=2C(N3CC=4C(=NC=5C=C(C(=CC5C4CNC(=O)NC)C)F)C3=CC21)=O)=O)O